ClC1=C(C=C(OCC(=O)N[C@H]2CC[C@@H](NC2)C(=O)NC2=CC3=C(OC(O3)(F)F)C=C2)C=C1)F (2r,5s)-5-[2-(4-chloro-3-fluorophenoxy)acetamido]-N-(2,2-difluoro-2H-1,3-benzodioxol-5-yl)piperidine-2-carboxamide